FC(C(C(F)(F)F)(O)C1=CC=C(C=C1)NC(C1=CC(=CC=C1)[N+](=O)[O-])=O)(F)F N-(4-(1,1,1,3,3,3-hexafluoro-2-hydroxypropan-2-yl)phenyl)-3-nitrobenzamide